FC=1C=C(C=CC1C1=C(N=C2N1C=C(C=C2)C2=CC(=CC=C2)C(F)(F)F)C(C)C)O 3-fluoro-4-[2-isopropyl-6-[3-(trifluoromethyl)phenyl]imidazo[1,2-a]pyridin-3-yl]phenol